ethyl 4-(2-aminophenyl)-4-oxo-2-palmitoylaminobutyrate NC1=C(C=CC=C1)C(CC(C(=O)OCC)NC(CCCCCCCCCCCCCCC)=O)=O